CN1C=NC2=CC(=CC=C2C1=O)C(=O)NC1CCC(CC1)NC1=CC(=NC2=CC=C(C=C12)Cl)C(F)(F)F 3-methyl-4-oxo-N-[(1s,4s)-4-{[6-chloro-2-(trifluoromethyl)quinolin-4-yl]amino}cyclohexyl]-3,4-dihydroquinazoline-7-carboxamide